2-fluoro-5-(2,2,2-trifluoroethoxy)benzaldehyde FC1=C(C=O)C=C(C=C1)OCC(F)(F)F